N-(4-(4-fluorophenyl)-6-(4-methoxyphenyl)pyrimidinylpiperazin-2-yl)-2-(piperazin-1-yl)acetamide FC1=CC=C(C=C1)C1=NC(=NC(=C1)C1=CC=C(C=C1)OC)N1C(CNCC1)NC(CN1CCNCC1)=O